C1(CC1)CN(C=1C=C(C=CC1)[C@@]1(C2=C(NC=3N=CC=CC13)CC(CC2=O)(C)C)C)C2=NC=CC=N2 |r| rac-(S)-5-(3-((cyclopropylmethyl)(pyrimidin-2-yl)amino)phenyl)-5,8,8-trimethyl-5,8,9,10-tetrahydrobenzo[b][1,8]naphthyridin-6(7H)-one